[C@H]12CC(C[C@H](CC1)N2)N(C=2SC=1N=C(SC1N2)C=2N=CC=C1C2NC=C1)C N-[(1R,3s,5S)-8-Azabicyclo[3.2.1]octan-3-yl]-N-methyl-5-(1H-pyrrolo[2,3-c]pyridin-7-yl)[1,3]thiazolo[5,4-d][1,3]thiazol-2-amin